CN(C)C1=CC=C(C=C1)N.OS(=O)(=O)O N,N-dimethyl-p-phenylenediamine sulfate